C(C)(=O)C1CSCCC1 3-acetylthiane